NN1C=NC(=C2N3C(N=C12)N(C(N3C)=O)CCN3CCC(CC3)C3=C(C=C(C=C3)F)F)C=3OC=CC3 5-Amino-3-[2-[4-(2,4-difluorophenyl)-1-piperidyl]ethyl]-8-(2-furyl)-1-methyl[1,2,4]triazolo[5,1-f]purin-2-one